(S)-6-(4-(1-acryloylpiperidin-3-yl)-6-chloropyridin-2-yl)-N-methylpyrimidine-4-carboxamide C(C=C)(=O)N1C[C@@H](CCC1)C1=CC(=NC(=C1)Cl)C1=CC(=NC=N1)C(=O)NC